1-(3-chlorophenyl)-3-[5-chloro-2-(2-hydroxyethyl)phenyl]urea ClC=1C=C(C=CC1)NC(=O)NC1=C(C=CC(=C1)Cl)CCO